NC1(CC1)C1=NN(C=C1)C1=NC(=CC(=N1)N(C(OC(C)(C)C)=O)C1CCC(CC1)(F)F)C tert-butyl (2-(3-(1-aminocyclopropyl)-1H-pyrazol-1-yl)-6-methylpyrimidin-4-yl)(4,4-difluorocyclohexyl)carbamate